3-(difluoromethoxy)benzoic acid methyl ester COC(C1=CC(=CC=C1)OC(F)F)=O